Trilysine C(CCN)C[C@@H](C(=O)N[C@@H](CCCCN)C(=O)N[C@@H](CCCCN)C(=O)O)N